C(C)(C)(C)OC(N(C=1C=C(C=2N(C1)C=CN2)C2=CCC(CC2)(F)F)C(=O)OC(C)(C)C)=O (Tert-Butoxycarbonyl)(8-(4,4-difluorocyclohex-1-en-1-yl)imidazo[1,2-a]pyridin-6-yl)carbamic acid tert-butyl ester